2-chloro-N,4-dimethyl-N-(3-(piperidin-4-ylmethyl)phenyl)aniline ClC1=C(N(C2=CC(=CC=C2)CC2CCNCC2)C)C=CC(=C1)C